di-n-butyl 2,6-naphthalenedicarboxylate C1=C(C=CC2=CC(=CC=C12)C(=O)OCCCC)C(=O)OCCCC